ClC=1C(=NC(=NC1)N[C@H]1[C@@H](COCC1)O)C=1C=C(C2=C([C@](CO2)(C)C(C)C)C1)F (3S,4R)-4-((5-chloro-4-((S)-7-fluoro-3-isopropyl-3-methyl-2,3-dihydrobenzofuran-5-yl)pyrimidin-2-yl)amino)tetrahydro-2H-pyran-3-ol